(E)-cycloocta-1-ene-1-yl acetate C(C)(=O)O\C\1=C\CCCCCC1